C(C)(C)(C)OC(=O)N1CCC(=CC1)C=1C=C2C(=C(NC2=CC1)C1=CC(=C(C=C1)OC)OC)CC(F)(F)F 4-(2-(3,4-Dimethoxyphenyl)-3-(2,2,2-trifluoroethyl)-1H-indol-5-yl)-3,6-dihydropyridine-1(2H)-carboxylic acid tert-butyl ester